FC1=CC2=C(C(C=C(O2)C2=CC(=C(C=C2)C(C)C)O)=O)C=C1 7-fluoro-2-(3-hydroxy-4-isopropylphenyl)-4H-benzopyran-4-one